(Z)-5-((1H-indol-3-yl)methylene)thiazolidine-2,4-dione N1C=C(C2=CC=CC=C12)\C=C/1\C(NC(S1)=O)=O